8-(4-(difluoromethoxy)phenyl)-6-(2-methyl-2H-indazol-5-yl)-2-((2,2,2-trifluoroethyl)amino)pyrido[2,3-d]pyrimidin-7(8H)-one FC(OC1=CC=C(C=C1)N1C(C(=CC2=C1N=C(N=C2)NCC(F)(F)F)C2=CC1=CN(N=C1C=C2)C)=O)F